5-(bicyclo[1.1.1]pentan-1-yl)-2-methoxybenzenesulfonamide C12(CC(C1)C2)C=2C=CC(=C(C2)S(=O)(=O)N)OC